C(C)(C)(C)OC(=O)N1CC(C1)[C@@H]1CN(CCC1)C1CCC(CC1)(C(=O)O)C trans-4-((R)-3-(1-(tert-butoxycarbonyl)azetidin-3-yl)piperidin-1-yl)-1-methylcyclohexane-1-carboxylic acid